ClC1=C(C=CC=2C(=C3N(C12)CCN(C3)C(CC3C(N(C(S3)=O)C)=O)=O)C=3C=NNC3)Cl 5-(2-(6,7-Dichloro-10-(1H-pyrazol-4-yl)-3,4-dihydropyrazino[1,2-a]indol-2(1H)-yl)-2-oxoethyl)-3-methylthiazolidine-2,4-dione